exo-5-fluoro-N-[(thiophen-2-yl)methyl]-1a,6b-dihydro-1H-cyclopropa[b][1]benzofuran-1-carboxamide FC=1C=CC2=C(C3C(O2)C3C(=O)NCC=3SC=CC3)C1